BrC=1N=C(SC1)[C@H]([C@@H](C(=O)O)NC(=O)OC(C)(C)C)OCC (2S,3S)-3-(4-bromothiazol-2-yl)-2-((t-butoxycarbonyl)amino)-3-ethoxypropionic acid